C[C@@H](CCCC(C)C)[C@H]1CC[C@@H]2[C@@]1(CC[C@H]3[C@H]2CC=C4[C@@]3(C(C[C@@H](C4)O)O)C)C 20S-Hydroxycholesterol